OC1=CC=C(C=C1)C1=NNC(C2=CC=CC=C12)=O 4-(4'-hydroxyphenyl)-2,3-naphthyridine-1-one